2-((tert-butyldimethylsilyl)oxy)ethan-1,1,2,2-d-1-ol [Si](C)(C)(C(C)(C)C)OC(C(O)([2H])[2H])([2H])[2H]